methyl 1-benzotriazolecarboxylate N1(N=NC2=C1C=CC=C2)C(=O)OC